tris(tri-tert-butylphosphino)(2'-amino-1,1'-biphenyl-2-yl)palladium methanesulfonate CS(=O)(=O)O.C(C)(C)(C)P(C(C)(C)C)(C(C)(C)C)[Pd](C1=C(C=CC=C1)C1=C(C=CC=C1)N)(P(C(C)(C)C)(C(C)(C)C)C(C)(C)C)P(C(C)(C)C)(C(C)(C)C)C(C)(C)C